ClC1=C(C(=O)NCC2=CC=C(C=C2)B2OC(C(O2)(C)C)(C)C)C(=CC=C1)Cl 2,6-dichloro-N-(4-(4,4,5,5-tetramethyl-1,3,2-dioxaborolan-2-yl)benzyl)benzamide